2-ISOCYANO-4-METHYL-PENTANOIC ACID ALLYLAMIDE C(C=C)NC(C(CC(C)C)[N+]#[C-])=O